NC=1C(=NN(C1N)C)C(C)(C)C 4,5-diamino-3-tert-butyl-1-methylpyrazole